Methyl 4'-(1-(((tert-Butoxycarbonyl)amino)methyl)cyclopropyl)-5-(4-(4-(trifluoromethyl)phenyl)-1H-1,2,3-triazol-1-yl)-[1,1'-biphenyl]-3-carboxylate C(C)(C)(C)OC(=O)NCC1(CC1)C1=CC=C(C=C1)C1=CC(=CC(=C1)N1N=NC(=C1)C1=CC=C(C=C1)C(F)(F)F)C(=O)OC